(R)-4-((2-Hydroxyethyl)sulfonyl)-N-(6-(2-methylmorpholino)pyridin-2-yl)-2-(6-azaspiro[2.5]octan-6-yl)benzamide OCCS(=O)(=O)C1=CC(=C(C(=O)NC2=NC(=CC=C2)N2C[C@H](OCC2)C)C=C1)N1CCC2(CC2)CC1